tert-Butyl 3-(7-methyl-1,2-benzothiazol-3-yl)-5,6-dihydro-2H-pyridine-1-carboxylate CC1=CC=CC=2C(=NSC21)C=2CN(CCC2)C(=O)OC(C)(C)C